(2R)-2-(6-{5-chloro-2-[(oxan-4-yl)amino]pyrimidin-4-yl}-1-oxo-2,3-dihydro-1H-isoindol-2-yl)-N-[(1R)-1-[2-(hydroxymethyl)pyridin-4-yl]ethyl]propanamide ClC=1C(=NC(=NC1)NC1CCOCC1)C1=CC=C2CN(C(C2=C1)=O)[C@@H](C(=O)N[C@H](C)C1=CC(=NC=C1)CO)C